CN1CCN(CC1)C=1C=CC(=NC1)NC=1C=CC(=C2CNC(C12)=O)C=1C=NN2C1N=CC=C2 7-[[5-(4-methylpiperazin-1-yl)-2-pyridyl]amino]-4-pyrazolo[1,5-a]pyrimidin-3-yl-isoindolin-1-one